(6-bromo-2-methylbenzofuran-3-yl)(3,5-dibromo-4-hydroxyphenyl)methanone BrC1=CC2=C(C(=C(O2)C)C(=O)C2=CC(=C(C(=C2)Br)O)Br)C=C1